COC(=O)C1=NN(C(=C1)CO)[C@@H](CNC(=O)OC(C)(C)C)C 1-[(1R)-2-(tert-butoxycarbonylamino)-1-methyl-ethyl]-5-(hydroxymethyl)pyrazole-3-carboxylic acid methyl ester